6-(4-(2-(morpholin-4-yl)ethoxy)phenyl)-1,3,8-trimethylpyrimido[5,4-d]pyrimidin-2,4(1H,3H)-dione N1(CCOCC1)CCOC1=CC=C(C=C1)C=1N=C(C=2N(C(N(C(C2N1)=O)C)=O)C)C